methyl (2E)-2-[(2-cyclopropyl-3-oxo-2,4-dihydroquinoxalin-1-yl)imino]propanoate C1(CC1)C1N(C2=CC=CC=C2NC1=O)\N=C(\C(=O)OC)/C